1-[(2S,3S)-2-(2-chloro-3-methyl-phenyl)pyrrolidin-3-yl]pyrrolidin-3-ol hydrochloride Cl.ClC1=C(C=CC=C1C)[C@@H]1NCC[C@@H]1N1CC(CC1)O